The molecule is a triol that is (1S,2R)-4-fluoro-3-(hydroxymethyl)cyclopent-3-ene-1,2-diol which is substituted by a 4-amino-2-oxopyrimidin-1(2H)-yl group at position 5. It is a cytidine analog which exhibits anticancer activity in several cancers, including gemcitabine-resistant tumours. It has a role as an antimetabolite, an antineoplastic agent, a prodrug, a DNA synthesis inhibitor and an apoptosis inducer. It is an organofluorine compound, a primary allylic alcohol and a triol. C1=CN(C(=O)N=C1N)[C@H]2[C@@H]([C@@H](C(=C2F)CO)O)O